2-oxo-N-(1,2,3,4-tetrahydroquinolin-4-yl)-6-(trifluoromethyl)-1,2-dihydropyridine-3-carboxamide O=C1NC(=CC=C1C(=O)NC1CCNC2=CC=CC=C12)C(F)(F)F